FC1=C(COC=2C=CC3=C(C(=C(O3)C)C(=O)N[C@@H]3COC[C@H]3O)C2)C=CC=C1 5-((2-fluorobenzyl)oxy)-N-(trans-4-hydroxytetrahydrofuran-3-yl)-2-methylbenzofuran-3-carboxamide